2-((6-methoxypyrimidin-4-yl)oxy)-1-(4-(4-(5-(2,4,6-trichlorophenyl)-4,5-dihydroisoxazol-3-yl)thiazol-2-yl)piperidin-1-yl)ethan-1-one COC1=CC(=NC=N1)OCC(=O)N1CCC(CC1)C=1SC=C(N1)C1=NOC(C1)C1=C(C=C(C=C1Cl)Cl)Cl